[C@H]12C(C[C@H](CC1)C2)C2=CC=C(OC1=NC=C(C(=O)OC)C=C1)C=C2 methyl 6-(4-((1S,4R)-bicyclo[2.2.1]heptan-2-yl)phenoxy)nicotinate